2-cyano-2,3-di-sec-butylbutanedioic acid-1-methyl ester COC(C(C(C(=O)O)C(C)CC)(C(C)CC)C#N)=O